bis(2-methyl-8-quinolinolate) (3,5-di-t-butylphenolate) Aluminum [Al+3].C(C)(C)(C)C=1C=C(C=C(C1)C(C)(C)C)[O-].CC1=NC2=C(C=CC=C2C=C1)[O-].CC1=NC2=C(C=CC=C2C=C1)[O-]